C(C)(C)N1[C@H]2CC(C[C@@H]1CC2)OC(CC2=C(C=CC=C2)C=O)=O 2-formylphenylacetic acid-(1R,3r,5S)-8-isopropyl-8-azabicyclo[3.2.1]octan-3-yl ester